(R)- and (S)-3-aminopiperidine-dihydrochloride Cl.Cl.N[C@H]1CNCCC1 |r|